C(C)(=O)N1CCN(CC1)C1=C(C=C(C=C1)NC1=NC=C(C(=N1)N1CCC2(CCNC2=O)CC1)C)F 8-(2-((4-(4-acetylpiperazin-1-yl)-3-fluorophenyl)amino)-5-methylpyrimidin-4-yl)-2,8-diazaspiro[4.5]decan-1-one